2-methyl-5-((7-(4-(oxetan-3-yl)piperazin-1-yl)heptyl)amino)-4-oxoquinazolin CC1=NC2=CC=CC(=C2C(N1)=O)NCCCCCCCN1CCN(CC1)C1COC1